ClC=1C=C(C=CC1F)NC1=C2C=C(NC2=C(C(=C1)F)F)C(=O)OCC Ethyl 4-((3-chloro-4-fluorophenyl) amino)-6,7-difluoro-1H-indole-2-carboxylate